2-((2-((2-(2-aminoethoxy)ethyl)(hydroxy)amino)-2-oxoethyl)thio)acetic acid NCCOCCN(C(CSCC(=O)O)=O)O